O=C1NC(CCC1N1C(N(C2=C1C=CC(=C2)CCCOC2N(CC2)C(=O)O)C)=O)=O.C(=C)OCC2(COC2)COC=C 3,3-bis(vinyloxymethyl)oxetane 3-[1-(2,6-dioxo-3-piperidyl)-3-methyl-2-oxo-benzimidazol-5-yl]propoxyl-azetidine-1-carboxylate